4-(((trans)-4-(4-(morpholine-4-carbonyl)phenyl)cyclohexyl)oxy)-1H-1,2,3-triazole-5-carboxylic acid 2,2,2-trifluoroacetate FC(C(=O)O)(F)F.N1(CCOCC1)C(=O)C1=CC=C(C=C1)[C@@H]1CC[C@H](CC1)OC=1N=NNC1C(=O)O